C1=CC=CC=2C3=CC=CC=C3N(C12)C=1C=C(C=CC1)C1=NC=NC(=C1)C1=CC(=CC=C1)N1C2=CC=CC=C2C=2C=CC=CC12 4,6-bis[3-(9H-carbazole-9-yl)phenyl]Pyrimidine